1-(2-aminopropyl)-4-methylpiperazine NC(CN1CCN(CC1)C)C